O=C1NC(CCC1N1C=NC2=C1C=C(C=C2)C#CCNC(OC(C)(C)C)=O)=O tert-Butyl (3-(1-(2,6-dioxopiperidin-3-yl)-1H-benzo[d]imidazol-6-yl)prop-2-yn-1-yl)carbamate